N=1N=CN(C1)C1=NC2=CC=CC=C2C(=C1)[C@@H](C)NC(=O)C=1C=C(CNC(OC(C)(C)C)=O)C=CC1C tert-butyl (R)-(3-((1-(2-(4H-1,2,4-triazol-4-yl)quinolin-4-yl)ethyl)carbamoyl)-4-methylbenzyl)carbamate